C1NCCC2=CC(=CC=C12)C1CCN(CC1)C1=C(C=C(NC2C(NC(CC2)=O)=O)C=C1)C(F)(F)F 3-[4-[4-(1,2,3,4-tetrahydroisoquinolin-6-yl)-1-piperidinyl]-3-(trifluoromethyl)anilino]piperidine-2,6-dione